4-n-heptyloxy-salicylic acid C(CCCCCC)OC=1C=C(C(C(=O)O)=CC1)O